P(=O)(OC1=C(C=C(C=C1)Br)Br)(OC1=C(C=C(C=C1)Br)Br)[O-].[K+] potassium bis(2,4-dibromophenyl) phosphate